ClC=1C(=CC(=C(C1)C1=CC=C2C(=CN=NC2=C1)NCC1=C(C=C(C=C1)OC)OC)N1N=CC=N1)OC 7-[5-chloro-4-methoxy-2-(triazol-2-yl)phenyl]-N-[(2,4-dimethoxyphenyl)methyl]cinnolin-4-amine